5-(4-((6-(3-methoxyazetidin-1-yl)pyridin-3-yl)methoxy)phenyl)-2-oxo-6-(trifluoromethyl)-1,2-dihydropyridine-3-carboxamide COC1CN(C1)C1=CC=C(C=N1)COC1=CC=C(C=C1)C=1C=C(C(NC1C(F)(F)F)=O)C(=O)N